3-(5-fluoro-1H-indol-3-yl)-4-(1H-imidazol-5-yl)-1H-pyrrole-2,5-dione FC=1C=C2C(=CNC2=CC1)C=1C(NC(C1C1=CN=CN1)=O)=O